2-fluoro-3-methyl-4-((3-meth-yl-3H-imidazo[4,5-b]pyridin-6-yl)oxy)aniline FC1=C(N)C=CC(=C1C)OC=1C=C2C(=NC1)N(C=N2)C